(R)-N-(3,3-difluoro-1-(oxetan-3-yl)piperidin-4-yl)-6-fluoro-5-(1-(2-fluoroethyl)-1H-benzo[d][1,2,3]triazol-6-yl)-4-methoxypyrrolo[2,1-f][1,2,4]triazin-7-d-2-amine FC1(CN(CC[C@H]1NC1=NN2C(C(=N1)OC)=C(C(=C2[2H])F)C=2C=CC1=C(N(N=N1)CCF)C2)C2COC2)F